CC1C(NC2=CN(N=C2C=2C=CN=C(CCCC1)C2)C2=NNC=C2)=O 9-methyl-4-(1H-pyrazol-3-yl)-3,4,7,15-tetraazatricyclo[12.3.1.02,6]Octadeca-1(18),2,5,14,16-pentaen-8-one